glutaric acid (-)-menthyl ester C1(CC(C(CC1)C(C)C)OC(CCCC(=O)O)=O)C